S(N)(OC[C@@H]1[C@H](C[C@@H](C1)NC1=NC=NC=C1C(=O)C=1SC(=C(C1)[C@](CCO)(O)C1=CC(=CC=C1)Cl)Cl)O)(=O)=O [(1R,2S,4R)-4-{[5-({5-Chloro-4-[(1R)-1-(3-chlorophenyl)-1,3-dihydroxypropyl]-2-thienyl}carbonyl)pyrimidin-4-yl]amino}-2-hydroxycyclopentyl]methyl sulfamate